N1N=NC(=C1)COCC1CCN(CC1)C(=O)C=1C=NC(=NC1)NC1CC2=CC=C(C=C2C1)F (4-(((1H-1,2,3-triazol-4-yl)methoxy)methyl)piperidin-1-yl)(2-((5-fluoro-2,3-dihydro-1H-inden-2-yl)amino)pyrimidin-5-yl)methanone